CS(=O)(=O)NC(=O)C1=CC2=CC=CC(=C2C=C1)OC1=CC=C(C=C1)C(F)(F)F N-(methylsulfonyl)-5-(4-(trifluoromethyl)phenoxy)-2-naphthamide